1-isopropyl-1H-pyridine C(C)(C)N1CC=CC=C1